propane-1,3-diyl-bis(9-{[(4-chloro-2,6-dimethylphenyl)acetyl]amino}-1,5-dioxaspiro[5.5]undecane-9-carboxylate) C(CCC1OC2(OCC1)CCC(CC2)(C(=O)[O-])NC(CC2=C(C=C(C=C2C)Cl)C)=O)C2OC1(OCC2)CCC(CC1)(C(=O)[O-])NC(CC1=C(C=C(C=C1C)Cl)C)=O